7-((((S)-3,3-difluorocyclopentyl)amino)methyl)-3,3-dimethyl-2,3-dihydrofuro[3,2-b]pyridine-5-carboxamide FC1(C[C@H](CC1)NCC1=C2C(=NC(=C1)C(=O)N)C(CO2)(C)C)F